dimethyl-(vinylbenzyl)silanyldimethylamine C[Si](C(C1=CC=CC=C1)C=C)(C)N(C)C